1-(2-bromophenyl)-N,N-dimethylmethylamine BrC1=C(C=CC=C1)CN(C)C